3-hydroxy-2-(1-(tetrahydro-2H-pyran-2-yl)-1H-pyrazol-5-yl)-1-naphthacenecarbonitrile OC=1C(=C(C2=CC3=CC4=CC=CC=C4C=C3C=C2C1)C#N)C1=CC=NN1C1OCCCC1